N-(4-chloro-2-fluoro-3-(3-(pyrrolidin-1-yl)quinoxaline-6-carbonyl)phenyl)-3-fluorobenzamide ClC1=C(C(=C(C=C1)NC(C1=CC(=CC=C1)F)=O)F)C(=O)C=1C=C2N=C(C=NC2=CC1)N1CCCC1